7-(piperazin-1-yl)-2-[4-(trifluoromethyl)phenyl]-4H-pyrido[1,2-a]pyrimidin-4-one N1(CCNCC1)C=1C=CC=2N(C(C=C(N2)C2=CC=C(C=C2)C(F)(F)F)=O)C1